Pyrazolo[4,3-b]Pyridine-1-carboxylic acid tert-butyl ester C(C)(C)(C)OC(=O)N1N=CC2=NC=CC=C21